ClC1=C(CNC(=O)C2(C=3C=CC=NC3C(CC2)=C)F)C(=CC(=C1)Cl)COC N-(2,4-dichloro-6-(methoxymethyl)benzyl)-5-fluoro-8-methylene-5,6,7,8-tetrahydroquinoline-5-carboxamide